4-amino-7-cyclopropyl-1-((2R,3S)-2-methyltetrahydro-2H-pyran-3-yl)pyrido[2,3-d]pyrimidin NC=1C2=C(N(CN1)[C@@H]1[C@H](OCCC1)C)N=C(C=C2)C2CC2